Decahydro-1,4-dimethylnaphthalene CC1CCC(C2CCCCC12)C